2-oxo-5-(4-((tetrahydrofuran-3-yl)methoxy)phenyl)-6-(trifluoromethyl)-1,2-dihydropyridine-3-carboxamide O=C1NC(=C(C=C1C(=O)N)C1=CC=C(C=C1)OCC1COCC1)C(F)(F)F